O[C@@]1(COCC1)CC(=O)NC1=CC=C(C=C1)[C@@H](C)N1C(=NC=C1)C 2-((R)-3-hydroxytetrahydrofuran-3-yl)-N-(4-((R)-1-(2-methyl-1H-imidazol-1-yl)ethyl)phenyl)acetamide